3-CHLORO-5-METHOXYPYRAZINE-2-CARBALDEHYDE ClC=1C(=NC=C(N1)OC)C=O